N[C@@H](CC1=C(C=2N=C(N=C(C2O1)NCC=1SC=CN1)Cl)C)C 6-[(2R)-2-aminopropyl]-2-chloro-7-methyl-N-(1,3-thiazol-2-ylmethyl)furo[3,2-d]pyrimidin-4-amine